3-(2,2-difluoroethyl)-7-((1-(dimethylglycyl)piperidin-4-yl)amino)-1,1-dioxidobenzo[b]thiophen FC(CC=1C2=C(S(C1)(=O)=O)C(=CC=C2)NC2CCN(CC2)C(CN(C)C)=O)F